Spiro[fluorene-9,9'-xanthene]-3',6'-diol C1=CC(=CC=2OC3=CC(=CC=C3C3(C12)C1=CC=CC=C1C=1C=CC=CC13)O)O